1,2,4-oxadiazol-5-yl-piperazine O1N=CN=C1N1CCNCC1